di(1-adamantyl)iso-propylphosphine C12(CC3CC(CC(C1)C3)C2)P(C(C)C)C23CC1CC(CC(C2)C1)C3